5-(2-(((3R,4S)-3-fluoro-1-((1-methyl-1H-imidazol-4-yl)sulfonyl)piperidin-4-yl)amino)-5-(trifluoromethyl)pyrimidin-4-yl)isothiazole-3-carboxamide F[C@@H]1CN(CC[C@@H]1NC1=NC=C(C(=N1)C1=CC(=NS1)C(=O)N)C(F)(F)F)S(=O)(=O)C=1N=CN(C1)C